2-(4-methoxyphenyl)-4-phenyl-1,5-benzothiazine COC1=CC=C(C=C1)C1SC2=C(C(=C1)C1=CC=CC=C1)N=CC=C2